CC1(CC1)C(=O)N1[C@@H](CCC1)C(=O)O 1-[(1-methylcyclopropyl)carbonyl]-L-proline